BrC1=CC(=CC2=C1N=CS2)C 4-bromo-6-methylbenzo[d]thiazole